3-(i-propyl-2-methyl-indole-3-yl)-4-azaphthalide C(C)(C)C1=C2C(=C(NC2=CC=C1)C)C1OC(=O)C2=CC=CN=C12